COC1=C(C=C(C=C1)N1C(N(CCC1)CC1=C2C(=NC=C1)N(C=C2)S(=O)(=O)C2=CC=C(C)C=C2)=O)OCCCCC 1-(4-methoxy-3-(pentyloxy)phenyl)-3-((1-tosyl-1H-pyrrolo[2,3-b]pyridin-4-yl)methyl)tetrahydropyrimidin-2(1H)-one